3-formylpiperidine-1,3-dicarboxylic acid 1-benzyl ester 3-methyl ester COC(=O)C1(CN(CCC1)C(=O)OCC1=CC=CC=C1)C=O